4,6-dichloro-2-methyl-pyridine-3-carboxylic acid ethyl ester C(C)OC(=O)C=1C(=NC(=CC1Cl)Cl)C